4-(4'-(1H-pyrazol-1-yl)-[1,1'-biphenyl]-4-yl)-1H-1,2,3-triazole-5-carboxylic acid N1(N=CC=C1)C1=CC=C(C=C1)C1=CC=C(C=C1)C=1N=NNC1C(=O)O